tert-butyl (R)-4-(1-((2,6-dimethyl-[1,2,4]triazolo[1,5-a]pyridin-7-yl)carbamoyl)-2,3-dihydro-1H-pyrrolo[2,3-b]pyridin-4-yl)-2-methylpiperazine-1-carboxylate CC1=NN2C(C=C(C(=C2)C)NC(=O)N2CCC=3C2=NC=CC3N3C[C@H](N(CC3)C(=O)OC(C)(C)C)C)=N1